para-xylylenedimethanol (3R,4R)-ethyl-4-(2-chlorophenyl)pyrrolidine-3-carboxylate TFA salt OC(=O)C(F)(F)F.C(C)N1C[C@@H]([C@@H](C1)C1=C(C=CC=C1)Cl)C(=O)OCCC1=CC=C(C=C1)CCO